8-(4-(difluoromethoxy)phenyl)-2-ethoxy-6-(4-methoxyphenyl)-1,6-naphthyridin-7(6H)-one FC(OC1=CC=C(C=C1)C=1C(N(C=C2C=CC(=NC12)OCC)C1=CC=C(C=C1)OC)=O)F